C[C@@H]1CN(CCN1C)C(=O)C1CC2=C(C3=C(N=CN=C3NC3=CC4=C(C(NC45CCCCC5)=O)S3)S2)CC1 2'-((7-((R)-3,4-Dimethylpiperazine-1-carbonyl)-5,6,7,8-tetrahydrobenzo[4,5]thieno[2,3-d]pyrimidin-4-yl)amino)spiro[cyclohexane-1,4'-thieno[2,3-c]pyrrol]-6'(5'H)-one